tert-butyl (2-(((4S)-4-((tert-butoxycarbonyl)amino)-3-fluoropentyl)oxy)pyridin-4-yl)(1-(tert-butyl)-3-((1S,3R)-3-((tert-butyldimethylsilyl)oxy)cyclopentyl)-1H-pyrazol-5-yl)carbamate C(C)(C)(C)OC(=O)N[C@H](C(CCOC1=NC=CC(=C1)N(C(OC(C)(C)C)=O)C1=CC(=NN1C(C)(C)C)[C@@H]1C[C@@H](CC1)O[Si](C)(C)C(C)(C)C)F)C